FC(=C[C@@H]1CC(N(C1)[C@H](C(=O)N)CC)=O)F (2S)-2-[(4S)-4-(2,2-difluorovinyl)-2-oxopyrrolidinyl]butanamide